[C-]#N.C(C)[N+]1=CC=C(C=C1)C 1-Ethyl-4-methylpyridinium cyanide